[C@H]12C(=CC[C@H](C1(C)C)C2)C (1S)-(-)-α-pinene